5-(azetidin-3-yloxy)-2-ethynylpyridine hydrochloride Cl.N1CC(C1)OC=1C=CC(=NC1)C#C